(5-fluoro-7-methoxy-1,2,3,4-tetrahydrocyclopenta[b]indol-3-yl)acetic acid FC1=CC(=CC=2C3=C(NC12)C(CC3)CC(=O)O)OC